3-(aminomethyl)-N-methyl-benzenesulfonamide NCC=1C=C(C=CC1)S(=O)(=O)NC